C(N)(=O)C1=CC=C(C=C1)CC[C@@H](C(=O)O)NC (S)-4-(4-carbamoylphenyl)-2-(methylamino)butanoic acid